tert-butyl N-(4-acetyl-1,2,5-oxadiazol-3-yl)carbamate C(C)(=O)C=1C(=NON1)NC(OC(C)(C)C)=O